C(C)C=1N(N=C2C=CC(=CC12)C1=NC(=NC=C1F)NC1=NC=C(C=C1)CN1CCN(CC1)CC)C 4-(3-ethyl-2-methyl-2H-indazol-5-yl)-N-(5-((4-ethylpiperazin-1-yl)methyl)pyridin-2-yl)-5-fluoropyrimidin-2-amine